tert-butyl (2-(5-bromo-7-chlorobenzofuran-2-yl) ethyl)-carbamate BrC=1C=C(C2=C(C=C(O2)CCNC(OC(C)(C)C)=O)C1)Cl